(S)-(2,7-dimethyl-3-(3,4,5-trifluorophenyl)-2,4,5,7-tetrahydro-6H-pyrazolo[3,4-c]pyridin-6-yl)(1-methyl-1H-pyrrolo[2,3-c]pyridin-4-yl)methanone CN1N=C2[C@@H](N(CCC2=C1C1=CC(=C(C(=C1)F)F)F)C(=O)C1=C2C(=CN=C1)N(C=C2)C)C